N-(1,4-dimethyl-2,3-dioxo-7-phenoxy-1,2,3,4-tetrahydroquinoxalin-6-yl)-4-methoxybenzenesulfonamide CN1C(C(N(C2=CC(=C(C=C12)OC1=CC=CC=C1)NS(=O)(=O)C1=CC=C(C=C1)OC)C)=O)=O